N[C@H](C(F)(F)F)C1CN(CCC1)C(=O)OCC1=CC=CC=C1 benzyl 3-((S)-1-amino-2,2,2-trifluoroethyl)piperidine-1-carboxylate